COCC1(CCOCC1)NC(OC(C)(C)C)=O tert-butyl [4-(methoxymethyl)tetrahydro-2H-pyran-4-yl]carbamate